(4-fluorophenyl)ethanamine FC1=CC=C(C=C1)C(C)N